N-(4-bromo-2-cyclobutoxy-6-fluorophenyl)acetamide BrC1=CC(=C(C(=C1)F)NC(C)=O)OC1CCC1